F\C=C/1\[C@@H](CN(CC1)C)C (S,E)-4-(fluoromethylene)-1,3-dimethylpiperidine